BrC1=CC(=NC=C1)C1=NC(=NO1)[C@H]1N(CCC1)C(=O)OC(C)(C)C tert-butyl (S)-2-(5-(4-bromopyridin-2-yl)-1,2,4-oxadiazol-3-yl)pyrrolidine-1-carboxylate